NC=1C2=C(NN1)N(N=C2C#CC2=CC(=CC(=C2)OC)OC)[C@@H]2CN(CC2)C(C=C)=O (S)-1-(3-(4-amino-3-((3,5-dimethoxyphenyl)ethynyl)pyrazolo[3,4-c]pyrazol-1(6H)-yl)pyrrolidin-1-yl)prop-2-en-1-one